6'-(((1S,3S)-3-((5-oxido-7,8-dihydro-6H-thiopyrano[3,2-d]pyrimidin-2-yl)amino)cyclopentyl)amino)-2H-[1,3'-bipyridine]-2-one O=S1CCCC=2N=C(N=CC21)N[C@@H]2C[C@H](CC2)NC2=CC=C(C=N2)N2C(C=CC=C2)=O